ClC=1C(=C(C=2C(=C(SN2)N2C[C@H](N(CC2)C(C=C)=O)C)C1)F)C1=CC(=CC2=CC=CC=C12)O 1-((2R)-4-(5-chloro-7-fluoro-6-(3-hydroxy-1-naphthalenyl)-2,1-benzothiazol-3-yl)-2-methyl-1-piperazinyl)-2-propen-1-one